2-((3-(3-cyclopropyl-5-methyl-8,9-dihydropyrido[3',2':4,5]pyrrolo[1,2-a]pyrazin-7(6H)-yl)-3-oxopropoxy)methyl)azetidin C1(CC1)C1=CC=2C(=C3N(CCN(C3)C(CCOCC3NCC3)=O)C2N=C1)C